6-(2,4-dimethyl-thiazol-5-yl)pyridazin-3-one CC=1SC(=C(N1)C)C=1C=CC(NN1)=O